ClC1=NC(=C2N=C(N(C2=N1)N=CC=1C=C(C=CC1)C)C)Cl N-(2,6-dichloro-8-methyl-9H-purine-9-yl)-1-(m-tolyl)methanimine